C(C)(=O)N1[C@H]([C@@H]([C@H](C2=CC(=CC=C12)F)NC=1C(=NC=CN1)C(=O)N)C)C1CC1 3-(((2S,3R,4R)-1-acetyl-2-cyclopropyl-6-fluoro-3-methyl-1,2,3,4-tetrahydroquinolin-4-yl)amino)pyrazine-2-carboxamide